N1=CN=C2N=CNC2=C1N[C@@H]1[C@H]([C@@H]([C@H]([C@@H](O1)CO)NC([C@H](CC1=CN=CN1)NC(OC(C)(C)C)=O)=O)O)O tert-butyl ((S)-1-(((2R,3R,4R,5S,6S)-6-((7H-purin-6-yl)amino)-4,5-dihydroxy-2-(hydroxymethyl)tetrahydro-2H-pyran-3-yl)amino)-3-(1H-imidazol-5-yl)-1-oxopropan-2-yl)carbamate